4-chloro-5,5-dimethyl-2-(quinolin-8-yl)-5H-indeno[1,2-d]Pyrimidine ClC=1C2=C(N=C(N1)C=1C=CC=C3C=CC=NC13)C1=CC=CC=C1C2(C)C